BrC=1C=C(C#N)C=C(C1CBr)Br 3,5-dibromo-4-(bromomethyl)benzonitrile